FC1(CN(C1)C1=CN=NN1CC(=O)N1[C@@H](C[C@H](C1)F)C(=O)N[C@@H](C1=CC=CC=C1)C1=NC(=C(C=C1)C(C)C)F)F (2S,4R)-1-{2-[5-(3,3-difluoroazetidin-1-yl)-1H-1,2,3-triazol-1-yl]acetyl}-4-fluoro-N-[(S)-[6-fluoro-5-(propan-2-yl)pyridin-2-yl](phenyl)methyl]pyrrolidine-2-carboxamide